FC(CN)(F)F trifluoroethan-1-amine